CC1=CC=C(C=C1)CCC(=O)NC1=C(C(=O)O)C=CC=C1 2-(3-(4-methyl-phenyl)-propionylamino)-benzoic acid